1,3-dicyclohexylimidazolium-2-carboxylate C1(CCCCC1)N1C(=[N+](C=C1)C1CCCCC1)C(=O)[O-]